tert-butyl 4-[3-[[5-[[(5-chloro-3-ethyl-pyrazolo[1,5-a]pyrimidin-7-yl)amino]methyl]-2-pyridyl]oxy]propyl]piperazine-1-carboxylate ClC1=NC=2N(C(=C1)NCC=1C=CC(=NC1)OCCCN1CCN(CC1)C(=O)OC(C)(C)C)N=CC2CC